CC1([C@@H](COC1)N1C(=NC2=C1C=C(C=C2)C(=O)O)CC2=C(C=C(C(=C2)C)C2=NC(=CC=C2)OCC=2SC(=NN2)OC)F)C (S)-1-(4,4-dimethyltetrahydrofuran-3-yl)-2-(2-fluoro-4-(6-((5-methoxy-1,3,4-thiadiazol-2-yl)methoxy)pyridin-2-yl)-5-methylbenzyl)-1H-benzo[d]imidazole-6-carboxylic acid